C(CC)(=O)O.C(CC)(=O)O.IC1=C(C=C(C=C1C)C)C iodomesitylene dipropionate